l-4-((4-((2-((tert-butoxycarbonyl)amino)phenyl)carbamoyl)phenyl)amino)-14-oxotetradecanoic acid C(C)(C)(C)OC(=O)NC1=C(C=CC=C1)NC(=O)C1=CC=C(C=C1)NC(CCC(=O)O)CCCCCCCCCC=O